(S)-2-cyclobutoxy-4-(8-(3-(methoxymethyl)-4-methylpiperazin-1-yl)-7,10-dimethyl-5-oxo-1,3,4,5-tetrahydro-2H-chromeno[3,4-c]pyridine-3-carbonyl)-N-(pyrrolidin-1-ylsulfonyl)benzamide C1(CCC1)OC1=C(C(=O)NS(=O)(=O)N2CCCC2)C=CC(=C1)C(=O)N1CC2=C(CC1)C=1C(=CC(=C(C1OC2=O)C)N2C[C@H](N(CC2)C)COC)C